S(=O)(=O)([O-])[O-].CC[N+](C)(C)CCCNC(CCCCCCCCCCC)=O.CC[N+](CCCNC(CCCCCCCCCCC)=O)(C)C methyl-(3-lauramidopropyl-trimethyl-ammonium) sulfate